2-fluoro-9-methyl-6-(4-(trifluoromethoxy)phenyl)-9H-purine FC1=NC(=C2N=CN(C2=N1)C)C1=CC=C(C=C1)OC(F)(F)F